[(R)-1-(2-Methyl-7,8-dihydro-6H-9-oxa-1,3a,4-triaza-cyclopenta[a]naphthalen-5-yl)-piperidin-3-yl-methyl]-carbamic acid tert-butyl ester C(C)(C)(C)OC(NC[C@@H]1CN(CCC1)C1=NN2C(C=3OCCCC13)=NC(=C2)C)=O